6-(4-(2-Fluoro-5-((4-oxo-7-(prop-1-ynyl)-3,4-dihydrophthalazin-1-yl)methyl)benzoyl)piperazin-1-yl)nicotinonitrile FC1=C(C(=O)N2CCN(CC2)C2=NC=C(C#N)C=C2)C=C(C=C1)CC1=NNC(C2=CC=C(C=C12)C#CC)=O